C1=C(C=CC2=CC=CC=C12)S(=O)(=O)O 2-NAPHTHALENESULFONIC ACID